N[C@@H]1[C@@H]2[C@@H]([C@@H]2C(C1)=O)F (1R,2S,5S,6S)-2-amino-6-fluoro-4-oxobicyclo[3.1.0]hexane